C(CCCCCCCCCCC)C(CCOC(OCCCN(CC)CC)=O)OC(CCCCC(CCCCCCCCC(=O)[O-])CCCCCCCCC(=O)[O-])=O 2-(12-dodecyl-3-ethyl-8,14-dioxo-7,9,13-trioxa-3-azaoctadecan-18-yl)propane-1,3-diyldioctanoate